(2,3-epoxycyclohexylethyl)triethoxysilane C1(C2C(CCC1)O2)CC[Si](OCC)(OCC)OCC